4-oxopentanoic acid amyl ester C(CCCC)OC(CCC(C)=O)=O